S1C=NC=2C1=CN(C2)C(=O)[O-] pyrrolo[3,4-d]thiazole-5-carboxylate